(R)-4-Cyano-N-((6-(2-methoxyphenyl)-5,6,7,8-tetrahydro-2,6-naphthyridin-3-yl)methyl)-4-methylisochromane-6-carboxamide C(#N)[C@@]1(COCC2=CC=C(C=C12)C(=O)NCC=1N=CC=2CCN(CC2C1)C1=C(C=CC=C1)OC)C